4-(2,6-difluorobenzyl)-2-(3-fluoro-4-((5-fluoro-2-(3-methyl-3-(trifluoromethoxy)azetidin-1-yl)pyridin-4-yl)oxy)phenyl)-2,4-dihydro-3H-1,2,4-triazol-3-one FC1=C(CN2C(N(N=C2)C2=CC(=C(C=C2)OC2=CC(=NC=C2F)N2CC(C2)(OC(F)(F)F)C)F)=O)C(=CC=C1)F